tert-butyl 9-((4-(3-(2,6-dioxopiperidin-3-yl)-1-methyl-1H-indazol-6-yl) piperazin-1-yl) methyl)-3-azaspiro[5.5]undecane-3-carboxylate O=C1NC(CCC1C1=NN(C2=CC(=CC=C12)N1CCN(CC1)CC1CCC2(CCN(CC2)C(=O)OC(C)(C)C)CC1)C)=O